(2E)-4-(dimethylamino)-2-butenoic acid CN(C/C=C/C(=O)O)C